tert-butyl (3-amino-2,2-difluoropropyl)carbamate NCC(CNC(OC(C)(C)C)=O)(F)F